C(C)(C)(C)OC(=O)NCCCCN1C(=NC=2C1=C1C(=[N+](C2)[O-])C=CS1)CCCC 1-(4-((tert-butoxycarbonyl)amino)butyl)-2-butyl-1H-imidazolo[4,5-d]Thiopheno[3,2-b]pyridine-5-oxide